2-amino-5-[4-(6-chloro-5-fluoro-indolin-1-yl)quinazolin-6-yl]-N-methyl-pyridine-3-carboxamide NC1=NC=C(C=C1C(=O)NC)C=1C=C2C(=NC=NC2=CC1)N1CCC2=CC(=C(C=C12)Cl)F